COC(=O)C1=NC(=CC2=C1CNC2=O)N(C)C2CCCC2 6-(Cyclopentyl-(methyl)amino)-1-oxo-2,3-dihydro-1H-pyrrolo[3,4-c]pyridine-4-carboxylic acid methyl ester